3-[(2S)-3-oxo-1,4-oxaazepan-2-yl]propionamide O=C1[C@@H](OCCCN1)CCC(=O)N